C(=O)O.N1=CC=C2N1C(=NN=C2)N pyrazolo[1,5-d][1,2,4]triazin-7-amine formate